4-(4-(((3-aminooxetane-3-yl)methyl)amino)-6-methylquinazolin-2-yl)-1-((trifluoromethylthio)imino)-2,3,4,5-tetrahydro-1H-1λ4-benzo[f][1,4]thiazepine-1-oxide NC1(COC1)CNC1=NC(=NC2=CC=C(C=C12)C)N1CCS(C2=C(C1)C=CC=C2)(=NSC(F)(F)F)=O